(1-butylhexyl)(1-heptylnonyl)phosphinic acid C(CCC)C(CCCCC)P(O)(=O)C(CCCCCCCC)CCCCCCC